3-methyltetrahydrothiophene 1,1-dioxide CC1CS(CC1)(=O)=O